7-ethyl-6-(1-(imidazo[1,2-a]pyridin-3-ylsulfonyl)piperidin-4-yl)-[1,2,4]triazolo[1,5-a]pyridine C(C)C1=CC=2N(C=C1C1CCN(CC1)S(=O)(=O)C1=CN=C3N1C=CC=C3)N=CN2